O1COC2=C1C=CC=C2CN2CC(N(CC2)C2CC1(C2)CCNCC1)C1=C(C=CC=C1)C(C)C 2-(4-(benzo[d][1,3]dioxol-4-ylmethyl)-2-(2-isopropylphenyl)piperazin-1-yl)-7-azaspiro[3.5]nonane